C1=CC=C(C=C1)N=NC2=C(C=CC3=CC(=CC(=C32)S(=O)(=O)[O-])S(=O)(=O)[O-])O The molecule is an organosulfonate oxoanion resulting from the removal of a proton from both of the sulfo groups of 7-hydroxy-8-[(E)-phenyldiazenyl]naphthalene-1,3-disulfonic acid. It is a conjugate base of a 7-hydroxy-8-[(E)-phenyldiazenyl]naphthalene-1,3-disulfonic acid.